O[C@H]1[C@H](O[C@@]2([C@@H](CCO2)NC(=O)C2=CC=NC3=CC=CC=C23)[C@@H]([C@H]1N1N=NC(=C1)C1=CC(=C(C(=C1)F)F)F)O)CO N-((4R,5S,7R,8R,9S,10R)-8,10-dihydroxy-7-(hydroxymethyl)-9-(4-(3,4,5-trifluorophenyl)-1H-1,2,3-triazol-1-yl)-1,6-dioxaspiro[4.5]decan-4-yl)quinoline-4-carboxamide